2-(piperazin-1-yl)ethyl 6-(5-(6-methylpyridin-2-yl)-1H-imidazol-4-yl)quinoline-3-carboxylate CC1=CC=CC(=N1)C1=C(N=CN1)C=1C=C2C=C(C=NC2=CC1)C(=O)OCCN1CCNCC1